ClC=1C=C(C=CC1)C(C(C1=CC=CC=C1)N(C([O-])=O)[C@H](C(N[C@H](C=O)C[C@H]1C(NCC1)=O)=O)CC1=CC=CC=C1)(F)F 2-(3-Chlorophenyl)-2,2-difluoro-1-phenylethyl((S)-1-oxo-1-(((S)-1-oxo-3-((S)-2-oxopyrrolidin-3-yl)propan-2-yl)amino)-3-phenylpropan-2-yl)carbamate